C(C)(C)(C)OC(=O)N1CCC(CC1)N1C=C(C2=C1N=CN=C2N)C2=CC=C(C=C2)OC2=CC=CC=C2 4-(4-amino-5-(4-phenoxyphenyl)-7H-pyrrolo[2,3-d]pyrimidin-7-yl)piperidine-1-carboxylic acid tert-butyl ester